C(C)(C)(C)OC(=O)N1CCC(CC1)CO.C(C)(C)(C)C1(CC=C(C=C1C(C)(C)C)O)OC(CC)=O.OC1=C(C=C(C=C1CNC(C(=C)C)=O)C(C)(C)CC(C)(C)C)N1N=C2C(=N1)C=CC=C2 2-(2-hydroxy-3-methacrylamidomethyl-5-tertoctylphenyl)benzotriazole (1,6-di-tert-butyl-4-hydroxyphenyl)propionate Tert-butyl-4-(hydroxymethyl)piperidine-1-carboxylate